C(C)OC(=O)C1CCN(CC1)C=1C=2N(C=C(C1)C=1C=NN(C1)C)N=CC2C#N 1-(3-cyano-6-(1-methyl-1H-pyrazol-4-yl)pyrazolo[1,5-a]Pyridin-4-yl)piperidine-4-carboxylic acid ethyl ester